5-(2-(5-Cyclopropyl-3-(2,6-dichlorophenyl)isoxazol-4-yl)-7-azaspiro[3.5]non-1-en-7-yl)pyrimidin C1(CC1)C1=C(C(=NO1)C1=C(C=CC=C1Cl)Cl)C1=CC2(C1)CCN(CC2)C=2C=NC=NC2